ClC1=C(C(=O)N2COC3=C(C2)C=CC=C3C3=CC(=C(C(=O)O)C=C3F)N(C3(COC3)C)C)C(=CC(=C1)C=1C=NN(C1)C)Cl 4-[3-[2,6-dichloro-4-(1-methylpyrazol-4-yl)benzoyl]-2,4-dihydro-1,3-benzoxazin-8-yl]-5-fluoro-2-[methyl-(3-methyloxetan-3-yl)amino]benzoic acid